The molecule is a dioxo monocarboxylic acid. It derives from a hexanoic acid. It is a conjugate acid of a 3-deoxy-D-glycero-hexo-2,5-diulosonate. C([C@@H](C(=O)CO)O)C(=O)C(=O)O